C1(CCC1)NC1=NC=CC(=N1)OC1=CC(=C(C=C1)NC1=NC=NC2=CC(=C(C=C12)NC1CCN(CC1)C(C=C)=O)OC)F 1-(4-((4-((4-((2-(cyclobutylamino)pyrimidin-4-yl)oxy)-2-fluorophenyl)amino)-7-methoxyquinazolin-6-yl)amino)piperidin-1-yl)prop-2-en-1-one